N-(2-chloro-3-(trifluoro-methyl)benzyl)-8-methylene-5,6,7,8-tetrahydro-quinoline-5-carboxamide ClC1=C(CNC(=O)C2C=3C=CC=NC3C(CC2)=C)C=CC=C1C(F)(F)F